ClC=1C=CC(=C(C1)C1=C(N=CN1)C=1C=C2C=C(C=NC2=CC1)C1=NN2C(CNCC2)=C1)F 6-[5-(5-chloro-2-fluoro-phenyl)-1H-imidazol-4-yl]-3-(4,5,6,7-tetrahydropyrazolo[1,5-a]pyrazin-2-yl)quinoline